2-{4-bromo-2-[(4-methoxyphenyl)methoxy]phenyl}-1,3-dioxolane BrC1=CC(=C(C=C1)C1OCCO1)OCC1=CC=C(C=C1)OC